B(OCCCCCCCCCCC)(O)OCCCCCCCCCCCCCC.[Sr] strontium undecyl hydrogen tetradecyl borate